(4-(1-phenyl-1H-benzo[d]imidazole-2-yl)phenyl)boric acid C1(=CC=CC=C1)N1C(=NC2=C1C=CC=C2)C2=CC=C(C=C2)OB(O)O